NC=1C=C2CN(C(C2=CC1)=O)C1C(N(C(CC1)=O)CCCCCN(C1=CC(=C(C#N)C=C1)Cl)C1=C(C=CC(=C1)C=1C(=NOC1C)C)C)=O 4-((5-(3-(5-amino-1-oxoisoindolin-2-yl)-2,6-dioxopiperidin-1-yl)pentyl)(5-(3,5-dimethylisoxazol-4-yl)-2-methylphenyl)amino)-2-chlorobenzonitrile